C(C)(C)(C)OC=1C=C(C=CC1)C1=CC=2C(=CN=C(C2)CC2(CC2)C(=O)O)N1 1-[[2-(3-tert-butoxyphenyl)-1H-pyrrolo[2,3-c]pyridin-5-yl]methyl]cyclopropanecarboxylic acid